N-(5-bromo-4-fluoro-2-nitrophenyl)-N-methyl-methanesulfonamide BrC=1C(=CC(=C(C1)N(S(=O)(=O)C)C)[N+](=O)[O-])F